2,6-dimethyldihydro-2H-pyran-4(3H)-one CC1OC(CC(C1)=O)C